(S)-2-methoxypropyl ((4-nitrophenoxy)(phenoxy)phosphoryl)-L-alaninate [N+](=O)([O-])C1=CC=C(OP(=O)(OC2=CC=CC=C2)N[C@@H](C)C(=O)OC[C@H](C)OC)C=C1